(S)-2-(1-(3-cyano-5-fluorophenyl)-1H-pyrazol-4-yl)-N-(3-cyclopropyl-1H-pyrazol-5-yl)propanamide C(#N)C=1C=C(C=C(C1)F)N1N=CC(=C1)[C@@H](C(=O)NC1=CC(=NN1)C1CC1)C